C(C1=CC=CC=C1)OC(=O)N1[C@H](CCC1)C(N(C(C(N1CC(C1)=O)=O)C=1C=NC=CC1)C1=CC=C(C=C1)C(C)(C)C)=O (2R)-benzyl-2-((4-(tert-butyl)phenyl)(2-oxo-2-(3-oxoazetidin-1-yl)-1-(pyridin-3-yl)ethyl)carbamoyl)pyrrolidine-1-carboxylate